2,4-bis(6-methyl-3-pyridinyl)thiazole-5-carboxylic acid CC1=CC=C(C=N1)C=1SC(=C(N1)C=1C=NC(=CC1)C)C(=O)O